2,6-diazabicyclo[3.2.0]Heptane-2-carboxylate C12N(CCC2NC1)C(=O)[O-]